N-((2R,3S)-2-((((CIS)-4-phenylcyclohexyl)oxy)methyl)-1-(pyridin-4-yl)pyrrolidin-3-yl)methanesulfonamide C1(=CC=CC=C1)[C@H]1CC[C@H](CC1)OC[C@@H]1N(CC[C@@H]1NS(=O)(=O)C)C1=CC=NC=C1